5-(trifluoromethyl)-3-(2-(((4-(trifluoromethyl)phenyl)thio)methyl)imidazo[1,2-a]pyridin-7-yl)-1,2,4-oxadiazole FC(C1=NC(=NO1)C1=CC=2N(C=C1)C=C(N2)CSC2=CC=C(C=C2)C(F)(F)F)(F)F